3-(4-fluoro-2-methylbenzyl)-6-((R)-3-hydroxypyrrolidin-1-yl)isobenzofuran-1(3H)-one hydrochloride Cl.FC1=CC(=C(CC2OC(C3=CC(=CC=C23)N2C[C@@H](CC2)O)=O)C=C1)C